C(C)(C)C1=C(C=C(C=C1)C)NC(=S)NC(=O)NCCC#CC1=CC=C(C=C1)C1=NN(C=N1)C1=CC=C(C=C1)OC(F)(F)F 1-[(2-isopropyl-5-methyl-phenyl)carbamothioyl]-3-[4-[4-[1-[4-(trifluoromethoxy)phenyl]-1H-1,2,4-triazol-3-yl]phenyl]but-3-ynyl]urea